1-carbamimidoyl-pyrrolidine-3-carboxylic acid C(N)(=N)N1CC(CC1)C(=O)O